FC1=C(C=C(C=C1)OC)C1=CC=C(C=C1)C1=CC(=NN1)NC1=C(C=C(C=C1)O)C 4-((5-(2'-fluoro-5'-methoxy-[1,1'-biphenyl]-4-yl)-1H-pyrazol-3-yl)amino)-3-methylphenol